ClC1=CC=C(C=C1)C1(CN(CC1)C(=O)OCC1=CC=CC=C1)N1C=NC(=C1)C1=CC=C(C=C1)OC(F)(F)F benzyl 3-(4-chlorophenyl)-3-(4-(4-(trifluoromethoxy)phenyl)-1H-imidazol-1-yl)pyrrolidine-1-carboxylate